2-(((2,2-dimethyl-2,3-dihydrobenzofuran-7-yl)oxy)methyl)-5-(m-tolyl)-1,3,4-oxadiazole CC1(OC2=C(C1)C=CC=C2OCC=2OC(=NN2)C=2C=C(C=CC2)C)C